CC1=C(C=C(C=C1)C)CC(=O)N 2-(2,5-dimethylphenyl)acetamide